(5-Chloro-2-((5-cyanopyridin-3-yl)methoxy)-4-((4-(3-(3-((R)-3-hydroxypyrrolidin-1-yl)propoxy)-2-methylphenyl)-2,3-dihydro-1H-inden-1-yl)oxy)benzyl)-L-homoserin ClC=1C(=CC(=C(CN[C@@H](CCO)C(=O)O)C1)OCC=1C=NC=C(C1)C#N)OC1CCC2=C(C=CC=C12)C1=C(C(=CC=C1)OCCCN1C[C@@H](CC1)O)C